CN(C(=O)C1CCC1)CCCNC1=NC(=NC=C1C(F)(F)F)NC1=C(C=C(C=C1)C1CCNCC1)C N-methyl-N-(3-((2-((2-methyl-4-(piperidin-4-yl)phenyl)amino)-5-(trifluoromethyl)pyrimidin-4-yl)amino)propyl)cyclobutanecarboxamide